The molecule is an unsaturated fatty acyl-CoA that results from the formal condensation of the thiol group of coenzyme A with the carboxy group of (5Z)-tetradecenoic acid. It is a long-chain fatty acyl-CoA, an 11,12-saturated fatty acyl-CoA and a monounsaturated fatty acyl-CoA. It derives from a cis-tetradec-5-enoic acid. It is a conjugate acid of a (5Z)-tetradecenoyl-CoA(4-). CCCCCCCC/C=C\\CCCC(=O)SCCNC(=O)CCNC(=O)[C@@H](C(C)(C)COP(=O)(O)OP(=O)(O)OC[C@@H]1[C@H]([C@H]([C@@H](O1)N2C=NC3=C(N=CN=C32)N)O)OP(=O)(O)O)O